ethyl 8-bromo-5-chloro-imidazo[1,2-c]pyrimidine-2-carboxylate BrC=1C=2N(C(=NC1)Cl)C=C(N2)C(=O)OCC